1-((4aR,6R,7aS)-2-((2-(1,3-Dioxolan-2-yl)-4-fluorobenzyl)oxy)-2-oxotetrahydro-4H-furo[3,2-d][1,3,2]dioxaphosphorin-6-yl)-5-fluoropyrimidine-2,4(1H,3H)-dione O1C(OCC1)C1=C(COP2(OC[C@@H]3[C@@H](O2)C[C@@H](O3)N3C(NC(C(=C3)F)=O)=O)=O)C=CC(=C1)F